FC1=C(C=CC(=C1)I)NS(=O)(=O)C1=CNC=2C=C3C(=CC12)OCO3 N-(2-fluoro-4-iodophenyl)-5H-[1,3]dioxolo[4,5-f]indole-7-sulphonamide